N=S(=O)C imino-methyl-oxo-λ6-sulfane